ClC1=NN2C(C(=N1)NC=1N=CN(C1)C=1C=C(C(=O)NC)C=C(C1)OC)=CC=C2 3-(4-((2-chloropyrrolo[2,1-f][1,2,4]triazin-4-yl)amino)-1H-imidazol-1-yl)-5-methoxy-N-methylbenzamide